OC1=CC=C2C(NC(C2=C1)C1=C(NC2=CC=CC=C12)CNCC1=CC=C2C(=CN(C2=C1)CC=1N=CN(C1)C)CCNC(OC(C)(C)C)=O)=O tert-butyl (2-(6-((((3-(6-hydroxy-3-oxoisoindolin-1-yl)-1H-indol-2-yl)methyl)amino)methyl)-1-((1-methyl-1H-imidazol-4-yl)methyl)-1H-indol-3-yl)ethyl)carbamate